ClC=1C=CC(=NC1)O[C@@H]1C[C@@H]2CN([C@H]1CC2)C(=O)C2=C(C=CC=C2)C2=NC=C(C=N2)F ((1S,4R,6R)-6-((5-chloropyridin-2-yl)oxy)-2-azabicyclo[2.2.2]oct-2-yl)(2-(5-fluoropyrimidin-2-yl)phenyl)methanone